6-chloro-1-methyl-4-[4-(5-methyl-1,3-benzoxazol-2-yl)piperidin-1-yl]-2-oxo-7-[(oxolane-3-yl)methoxy]-1,2-dihydroquinoline-3-carboxamide ClC=1C=C2C(=C(C(N(C2=CC1OCC1COCC1)C)=O)C(=O)N)N1CCC(CC1)C=1OC2=C(N1)C=C(C=C2)C